tert-butyl-2-chloro-6-(3,3-dimethyl-2-oxo-6-(1-(tetrahydro-2H-pyran-2-yl)-1H-pyrazol-4-yl)indolin-1-yl)benzamide C(C)(C)(C)C=1C(=C(C(=O)N)C(=CC1)N1C(C(C2=CC=C(C=C12)C=1C=NN(C1)C1OCCCC1)(C)C)=O)Cl